COC(/C=C/C=1C=CC=C2CC(COC12)C(=O)O)=O 8-[(E)-3-methoxy-3-oxo-prop-1-enyl]chromane-3-carboxylic acid